(4aR,8aS)-6-[3-[4-[[1-(Trifluoromethyl)cyclopropyl]methoxy]phenyl]azetidine-1-carbonyl]-4,4a,5,7,8,8a-hexahydropyrido[4,3-b][1,4]oxazin-3-one FC(C1(CC1)COC1=CC=C(C=C1)C1CN(C1)C(=O)N1C[C@@H]2[C@@H](OCC(N2)=O)CC1)(F)F